(R)-4-Chloro-N'-((1,2,3,5,6,7-hexahydrodicyclopenta[b,e]pyridin-8-yl)carbamoyl)-5-(2-hydroxypropan-2-yl)thiophene-2-sulfonimidamide ClC=1C=C(SC1C(C)(C)O)[S@@](=O)(N)=NC(NC1=C2C(=NC3=C1CCC3)CCC2)=O